BrC=1N=C(SC1CN1N=CC(=C1)C(F)F)C 4-bromo-5-((4-(difluoromethyl)-1H-pyrazol-1-yl)methyl)-2-methylthiazole